6-methoxy-4-[(4-methylphenyl)sulfonyl]-2-(4-pyridyl)-5-trifluoromethyl-pyrimidine COC1=C(C(=NC(=N1)C1=CC=NC=C1)S(=O)(=O)C1=CC=C(C=C1)C)C(F)(F)F